1-acetyl-2-hydroxy-1-propene C(C)(=O)C=C(C)O